2-{[4-[4-(2-methoxy-phenyl)-piperidin-1-yl]-2-(1-trifluoromethyl-cyclopentyl)-quinazolin-6-yl]-methyl-amino}-ethanol COC1=C(C=CC=C1)C1CCN(CC1)C1=NC(=NC2=CC=C(C=C12)N(CCO)C)C1(CCCC1)C(F)(F)F